NC(C(=O)O)CC1=CC(=C(C(=C1)I)OC1=CC(=C(C(=C1)I)O)I)I 2-amino-3-[4-(4-hydroxy-3,5-diiodophenoxy)-3,5-diiodophenyl]propanoic acid